methyl (2R)-2-{[(E)-{5-[3-amino-2,6-dioxo-4-(trifluoromethyl)-3,6-dihydropyrimidin-1(2H)-yl]-2-chloro-4-fluorobenzylidene}amino]oxy}propanoate NN1C(N(C(C=C1C(F)(F)F)=O)C=1C(=CC(=C(\C=N\O[C@@H](C(=O)OC)C)C1)Cl)F)=O